[1-14C]acetate [14C](C)(=O)[O-]